C(C)(C)(C)C=1C=C(CN(C(CN(S(=O)(=O)C2=C(C(=C(C(=C2F)F)F)F)F)CC2=NC=CC=C2C(F)(F)F)=O)C2=C(C=C(C(=O)O)C=C2)OC2CC2)C=C(C1)C1CC1 4-(N-(3-(tert-butyl)-5-cyclopropylbenzyl)-2-(N-((3-(trifluoromethyl)pyridin-2-yl)methyl)-(2,3,4,5,6-pentafluoro-phenyl)sulfonamido)acetamido)-3-cyclopropoxybenzoic acid